2-(5-(2-ethoxyvinyl)-2-oxo-4-(trifluoromethyl)pyrimidin-1(2H)-yl)-4-methylpentanoic acid methyl ester COC(C(CC(C)C)N1C(N=C(C(=C1)C=COCC)C(F)(F)F)=O)=O